BrC1=C(C(=C(C=C1)C=1CCN(CC1)C(=O)OC(C)(C)C)F)F Tert-butyl 4-(4-bromo-2,3-difluorophenyl)-3,6-dihydropyridine-1(2H)-carboxylate